1-Tert-butyl-N-{4-methyl-3-[5-(morpholin-4-yl)imidazo[1,2-a]pyridin-7-yl]phenyl}imidazole-4-carboxamide C(C)(C)(C)N1C=NC(=C1)C(=O)NC1=CC(=C(C=C1)C)C1=CC=2N(C(=C1)N1CCOCC1)C=CN2